3-cyano-2-hydroxy-N,N,N-trimethyl-1-propanaminium chloride [Cl-].C(#N)CC(C[N+](C)(C)C)O